Methyl Glycol Acetate CC(=O)OCCOC